C(C)(=O)N[C@H]1[C@@H](C=C(C[C@@H]1NCC1=NOC(=N1)C1=CC=C(C=C1)F)C(=O)O)OC(CC)CC (3R,4R,5S)-4-acetylamino-5-(((5-(4-fluorophenyl)-1,2,4-oxadiazol-3-yl)methyl)amino)-3-(pent-3-yloxy)cyclohex-1-ene-1-carboxylic acid